FS(C1=CC=C(C=C1)NC1CCN(CC1)S(=O)(=O)C1=CC=C(C=C1)N1CCC2(C(NC(N2)=O)=O)CC1)(F)(F)(F)F 8-{4-[(4-{[4-(pentafluoro-λ6-sulfanyl)phenyl]amino}piperidin-1-yl)sulfonyl]phenyl}-1,3,8-triazaspiro[4.5]decane-2,4-dione